The molecule is a polyunsaturated fatty acid anion that is the conjugate base of all-cis-docosa-7,10,13,16-tetraenoic acid, obtained by deprotonation of the carboxy group; major species at pH 7.3. It is a polyunsaturated fatty acid anion, a long-chain fatty acid anion, a docosatetraenoate and a (7Z,10Z,13Z,16Z)-docosatetraenoyl derivative. It is a conjugate base of an all-cis-docosa-7,10,13,16-tetraenoic acid. CCCCC/C=C\\C/C=C\\C/C=C\\C/C=C\\CCCCCC(=O)[O-]